CC(CC)C=CC1C(C(=CC1)C)(C)C 3-methyl-5-(2,2,3-trimethylcyclopent-3-en-1-yl)pent-4-en